N-(prop-2-yn-1-yl)-N-{2-[(3-{[4-(trifluoromethyl)phenyl]amino}pyrazin-2-yl)oxy]ethyl}prop-2-enamide C(C#C)N(C(C=C)=O)CCOC1=NC=CN=C1NC1=CC=C(C=C1)C(F)(F)F